N-[1-[(2S)-3-[bis(4-methoxyphenyl)-phenyl-methoxy]-2-hydroxy-propyl]-4-oxo-pyrimidin-2-yl]benzamide COC1=CC=C(C=C1)C(OC[C@H](CN1C(=NC(C=C1)=O)NC(C1=CC=CC=C1)=O)O)(C1=CC=CC=C1)C1=CC=C(C=C1)OC